C(=O)O.C(CC)N1C2CC(CC1CCC2)NC(=O)C2=C1N(C=3C=CC=CC23)CCC1 N-(9-propyl-9-azabicyclo[3.3.1]nonan-3-yl)-2,3-dihydro-1H-pyrrolo[1,2-a]indole-9-carboxamide formate